3-(2-(benzyloxy)-3-fluorophenyl)pentane-1,5-diyl bis(4-methylbenzenesulfonate) CC1=CC=C(C=C1)S(=O)(=O)OCCC(CCOS(=O)(=O)C1=CC=C(C=C1)C)C1=C(C(=CC=C1)F)OCC1=CC=CC=C1